FC1CC(C1)NC1=NC(=CC(=C1)N1[C@@H]([C@H](C1)CS(=O)(=O)C)C)N1N=CC=2C(=NC(=CC21)C=2C=NC=CC2OC)C N-(3-Fluorocyclobutyl)-6-(6-(4-methoxypyridin-3-yl)-4-methyl-1H-pyrazolo[4,3-c]pyridin-1-yl)-4-((2R,3S)-2-methyl-3-((methylsulfonyl)methyl)azetidin-1-yl)pyridin-2-amine